ethyl 4-amino-1-methyl-3-(tetrahydro-2H-pyran-4-yl)-1H-pyrazole-5-carboxylate NC=1C(=NN(C1C(=O)OCC)C)C1CCOCC1